(Trimethylsilyl)Diazomethane C[Si](C)(C)C=[N+]=[N-]